bromo difluoromethylacetate FC(F)CC(=O)OBr